ClC=1C=CC2=C([C@@H](C[C@@H](O2)C(=O)NC23CC(C2)(C3)N3N=CC(=C3)OC3CC(CC3)OC(F)(F)F)O)C1 (2R,4R)-6-chloro-4-hydroxy-N-[3-(4-{[3-(trifluoromethoxy)cyclopentyl]oxy}-1H-pyrazol-1-yl)bicyclo[1.1.1]pentan-1-yl]-3,4-dihydro-2H-1-benzopyran-2-carboxamide